CN(C=1C=C(OCCCOC=2C=C(C=C(C2)OCCCOC2=CC(=CC=C2)N(C)C)CO)C=CC1)C (3,5-bis{3-[3-(dimethylamino)phenoxy]propoxy}phenyl)methanol